(S)-3-(3'-chloro-6-methylbiphenyl-3-yl)-3-(3-(4-hydroxy-1-methyl-2-oxo-1,2-dihydropyridin-3-yl)ureido)propionic acid ClC=1C=C(C=CC1)C1=CC(=CC=C1C)[C@H](CC(=O)O)NC(=O)NC=1C(N(C=CC1O)C)=O